(2S)-6-(4-{2-Azatricyclo[10.4.0.04,9]hexadeca-1(12),4,6,8,13,15-hexaen-10-yn-2-yl}-4-oxobutanamido)-2-[6-(2,5-dioxo-2,5-dihydro-1H-pyrrol-1-yl)hexanamido]hexanoic acid C1=2N(CC3=CC=CC=C3C#CC2C=CC=C1)C(CCC(=O)NCCCC[C@@H](C(=O)O)NC(CCCCCN1C(C=CC1=O)=O)=O)=O